N-(1'-(6-(1,1-difluoroethyl)pyrimidin-4-yl)-1',2'-dihydrospiro[cyclopropane-1,3'-pyrrolo[3,2-c]pyridin]-6'-yl)acetamide FC(C)(F)C1=CC(=NC=N1)N1CC2(C=3C=NC(=CC31)NC(C)=O)CC2